(S)-(-)-3-(4-acetamidophenyl)-2-methoxypropionic acid C(C)(=O)NC1=CC=C(C=C1)C[C@@H](C(=O)O)OC